IC1=C(C=CC=2OC3=C(C21)C=CC=C3)OC 1-iodo-2-methoxydibenzofuran